3-bromo-2,9-dimethyl-5H-dipyrido[1,2-a:2',3'-d]pyrimidin-5-imine BrC1=CC2=C(N=C3N(C2=N)C=CC(=C3)C)N=C1C